(3S)-1-[2-[2-[2-(8-Chloro-4-oxochromen-2-yl)-5-methoxy-4-methylphenoxy]ethoxy]ethyl]pyrrolidin ClC=1C=CC=C2C(C=C(OC12)C1=C(OCCOCCN2CCCC2)C=C(C(=C1)C)OC)=O